COC(C)C1(CCC1)C(=O)OCC ethyl 1-(1-methoxy ethyl)cyclobutanecarboxylate